COCOC1=C(C=CC=C1)C=1C=C2C(=NN1)NC[C@@H]1N2CCN(C1)C1=NC=C(C=N1)N1CCN(C2(CC2)C1)C(=O)OC(C)(C)C (S)-tert-butyl 7-(2-(2-(2-(methoxymethoxy)phenyl)-6a,7,9,10-tetrahydro-5H-pyrazino[1',2':4,5]pyrazino[2,3-c]pyridazin-8(6H)-yl)pyrimidin-5-yl)-4,7-diazaspiro[2.5]octane-4-carboxylate